(R)-3-((1-(3,6-dimethyl-2-(1-methylcyclopropyl)-4-oxo-3,4-dihydroquinazolin-8-yl)ethyl)amino)-6-fluoropicolinic acid CN1C(=NC2=C(C=C(C=C2C1=O)C)[C@@H](C)NC=1C(=NC(=CC1)F)C(=O)O)C1(CC1)C